FC(C1=C(N)C=CC(=C1)C1=NN(C=N1)C1=NC=C(C=C1)C(F)(F)F)(F)F 2-(trifluoromethyl)-4-(1-(5-(trifluoromethyl)pyridin-2-yl)-1H-1,2,4-triazol-3-yl)aniline